2-(di-fluoromethoxy)acetamide FC(OCC(=O)N)F